N(=[N+]=[N-])CC1=CC=C(C=N1)NC(CCNC(OC(C)(C)C)=O)=O tert-Butyl (3-((6-(azidomethyl)pyridin-3-yl)amino)-3-oxopropyl)carbamate